N-(2-bromo-6-carbamoyl-4-chloro-phenyl)-2-(2,2-difluoroethyl)-5-(difluoromethyl)pyrazole-3-carboxamide BrC1=C(C(=CC(=C1)Cl)C(N)=O)NC(=O)C=1N(N=C(C1)C(F)F)CC(F)F